3,4,5-trimethoxybenzoyl formate C(=O)OC(C1=CC(=C(C(=C1)OC)OC)OC)=O